C(C)OC(=O)C=1C(=NOC1C1=CC=CC=C1)C1=C(C=CC=C1Cl)Cl 3-(2,6-dichlorophenyl)-5-phenylisoxazole-4-carboxylic acid ethyl ester